4-Methylsulfanyl-3-[3-(triethoxysilyl)propyl]-1,2,3-triazole CSC=1N(N=NC1)CCC[Si](OCC)(OCC)OCC